ClC1=C(C=C(C=C1)S(=O)(=O)N1CCC2(CC(CO2)NC[C@@H](COC=2C=C(C=CC2)S(=O)(=O)NC)O)CC1)OC 3-((2S)-3-(8-(4-chloro-3-methoxyphenylsulfonyl)-1-oxa-8-azaspiro[4.5]decan-3-ylamino)-2-hydroxypropoxy)-N-methylbenzenesulfonamide